CN1C(=NC2=C(C=C(C=C2C1=O)C)[C@@H](C)NC1=C(C(=O)O)C=CC=C1)N1CCC2(COC2)CC1 (R)-2-((1-(3,6-dimethyl-4-oxo-2-(2-oxa-7-azaspiro[3.5]nonan-7-yl)-3,4-dihydroquinazolin-8-yl)ethyl)amino)benzoic acid